CC(CCNC1=C2C(=NC=N1)N(C=N2)[C@@H]3[C@@H]([C@H]([C@@H]([C@H](O3)CO)O)O)O)CO The molecule is an N-glycosyldihydrozeatin in which the glycosyl fragment is an alpha-D-glucopyranosyl residue located at position 9. It has a role as a cytokinin.